Methyl 4-bromo-1-(2,6-dimethylbenzyl)-1H-pyrazole-5-carboxylate BrC=1C=NN(C1C(=O)OC)CC1=C(C=CC=C1C)C